CC1C(C1C)C(=O)N 2,3-dimethylcyclopropane-1-carboxamide